5-chloro-4-(cyclopentylmethoxy)-2-fluoro-N-(((1R,2R)-2-methylcyclopropyl)sulfonyl)-benzamide ClC=1C(=CC(=C(C(=O)NS(=O)(=O)[C@H]2[C@@H](C2)C)C1)F)OCC1CCCC1